C1(CC1)NC1CCN(CC1)C=1C2=CN(N=C2C(=CC1F)C(=O)NC=1C(=C(C=2N(C1)C=C(N2)C)F)OC)C 4-[4-(cyclopropylamino)-1-piperidyl]-5-fluoro-N-(8-fluoro-7-methoxy-2-methyl-imidazo[1,2-a]pyridin-6-yl)-2-methyl-indazole-7-carboxamide